2-bromo-1-(4-chloro-3-fluorophenyl)ethanone 3-Acetyl-4-(isopentyloxy)-5-methoxynaphthalen-1-yl-acetate C(C)(=O)C=1C=C(C2=CC=CC(=C2C1OCCC(C)C)OC)CC(=O)O.BrCC(=O)C1=CC(=C(C=C1)Cl)F